The molecule is a non-proteinogenic L-alpha-amino acid that is L-alanine in which one of the methyl hydrogens is replaced by a 5-oxoisoxazolin-2-yl group. It has a role as a plant metabolite. It is a member of isoxazoles, a non-proteinogenic L-alpha-amino acid and a L-alanine derivative. It is a tautomer of a 3-(5-oxoisoxazolin-2-yl)-L-alanine zwitterion. C1=CN(OC1=O)C[C@@H](C(=O)O)N